tert-Butyl (2S,4S)-4-azido-2-((3-((tert-butyldiphenylsilyl)oxy)propyl)carbamoyl)piperidine-1-carboxylate N(=[N+]=[N-])[C@@H]1C[C@H](N(CC1)C(=O)OC(C)(C)C)C(NCCCO[Si](C1=CC=CC=C1)(C1=CC=CC=C1)C(C)(C)C)=O